N-methyl-7-(trifluoromethyl)chroman-4-amine hydrochloride Cl.CNC1CCOC2=CC(=CC=C12)C(F)(F)F